OCC1=C(C=C(/C(/N)=N/OC(=O)C2=CC(=C(C=C2)C2=C(C=CC=C2)C)C(F)(F)F)C=C1)[N+](=O)[O-] (Z)-4-(hydroxymethyl)-N'-((2'-methyl-2-(trifluoromethyl)-[1,1'-biphenyl]-4-carbonyl)oxy)-3-nitrobenzimidamide